CC(CCN1C[C@@H](CCC1)N1C(NC2=C1C=C(C(=C2)C=2C=C(C=1N(C2)N=CN1)OC)C(C)C)=O)(C)C (R)-1-(1-(3,3-Dimethylbutyl)piperidin-3-yl)-6-isopropyl-5-(8-methoxy-[1,2,4]triazolo[1,5-a]pyridin-6-yl)-1,3-dihydro-2H-benzo[d]imidazol-2-on